5-(3-cyano-4-fluorophenoxy)-6-fluoro-N-methyl-1H-indole-4-sulfonamide C(#N)C=1C=C(OC2=C(C=3C=CNC3C=C2F)S(=O)(=O)NC)C=CC1F